2-Bromolysergic acid diethylamide C(C)N(C(=O)[C@H]1CN(C)[C@@H]2CC3=C(NC4=CC=CC(C2=C1)=C34)Br)CC